1-(isobutoxycarbonyl)-1,2,3,4-tetrahydroquinoline-6-carboxylic acid C(C(C)C)OC(=O)N1CCCC2=CC(=CC=C12)C(=O)O